chlorosilane compound with cyclopentanone C1(CCCC1)=O.Cl[SiH3]